4-(dimethylamino)thieno[2,3-d]pyrimidin-2(1H)-one CN(C=1C2=C(NC(N1)=O)SC=C2)C